N[C@@H]1C2=CC=CC=C2CC12CCN(CC2)C=2C(=NC(=CN2)C=CS(=O)(=O)C)CO (S)-(3-(1-amino-1,3-dihydrospiro[indene-2,4'-piperidin]-1'-yl)-6-(2-(methylsulfonyl)vinyl)pyrazin-2-yl)methanol